C(C)(C)N1N(C=2C3=C(C(C(C2C1=O)=O)=O)C=CC=C3)C 2-isopropyl-1-methyl-1H-benzo[g]indazol-3,4,5(2H)-trione